2-[4-(4-chlorophenyl)-5-(pyridin-4-yl)-1H-imidazol-1-yl]-N-[(3S)-pyrrolidin-3-yl]acetamide ClC1=CC=C(C=C1)C=1N=CN(C1C1=CC=NC=C1)CC(=O)N[C@@H]1CNCC1